6-chloro-1-(4,6-dimethoxy-5-pyrimidinyl)-7-(2-fluoro-6-hydroxyphenyl)-4-((2S)-methyl-4-(2-propenoyl)-1-piperazinyl)pyrido[2,3-d]pyrimidin-2(1H)-one ClC1=CC2=C(N(C(N=C2N2[C@H](CN(CC2)C(C=C)=O)C)=O)C=2C(=NC=NC2OC)OC)N=C1C1=C(C=CC=C1O)F